4,6-Difluoro-N-(2-(1-methyl-8-oxa-1-azaspiro[4.5]decan-4-yl)thieno[2,3-b]pyridin-4-yl)benzo[d]thiazol-5-amine FC1=C(C(=CC2=C1N=CS2)F)NC2=C1C(=NC=C2)SC(=C1)C1CCN(C12CCOCC2)C